C(C)(=O)O[C@H](COC1=CC=C(C=C1)S(=O)(=O)C1=CC(=C(C(=C1)Cl)OCCCCl)Cl)CS(=O)(=O)CC (R)-1-(4-((3,5-dichloro-4-(3-chloropropoxy)phenyl)sulfonyl)phenoxy)-3-(ethylsulfonyl)propan-2-yl acetate